8-chloro-6,7-dihydroxy-5-methyl-3,4-dihydroisoquinolin-1(2H)-one ClC=1C(=C(C(=C2CCNC(C12)=O)C)O)O